C1CN(CC2=C1SC=C2)CC3=CC=CC=C3Cl The molecule is a thienopyridine that is 4,5,6,7-tetrahydrothieno[3,2-c]pyridine in which the hydrogen attached to the nitrogen is replaced by an o-chlorobenzyl group. It has a role as a fibrin modulating drug, a hematologic agent, an anticoagulant, a platelet aggregation inhibitor and a P2Y12 receptor antagonist. It is a thienopyridine and a member of monochlorobenzenes.